BrC=1C=C(C(=C(C1)CBr)CBr)[N+](=O)[O-] 5-bromo-1,2-bis(bromomethyl)-3-nitrobenzene